C(#N)C1=C(C=C(CNC(OC(C)(C)C)=O)C=C1OC)OC tert-butyl (4-cyano-3,5-dimethoxybenzyl)carbamate